3-aminopropyl-trisilane NCCC[SiH2][SiH2][SiH3]